N[C@@H]1C[C@@H](CC1)OC1=C(C=CC=C1)C1=CC(=NN1)NC=1N=CC(=NC1)C#N 5-((5-(2-(((1R,3S)-3-aminocyclopentyl)oxy)phenyl)-1H-pyrazol-3-yl)amino)pyrazine-2-carbonitrile